ClC1=C(C=C(C(=C1)F)C1=NC=C(C=C1Cl)C(F)(F)F)CO (2-chloro-5-(3-chloro-5-(trifluoromethyl)pyridin-2-yl)-4-fluorophenyl)methanol